CNC1=CC=C(C=C1)C1=CNOC=C1 N-methyl-4-(oxazin-4-yl)aniline